tert-butyl 4-(4-amino-2,6-difluoro-phenyl)piperidine-1-carboxylate NC1=CC(=C(C(=C1)F)C1CCN(CC1)C(=O)OC(C)(C)C)F